N(=[N+]=[N-])[C@](C)(CC)C1=CN=C(C2=CN=C(C=C12)Cl)O[C@@H](C[C@@H](C)S(=O)(C)=N)C ((2R,4R)-4-((4-((R)-2-Azidobutan-2-yl)-6-chloro-2,7-naphthyridin-1-yl)oxy)pentan-2-yl)(imino)(methyl)-λ6-sulfanone